N-propionyl-3-aminopropyl-trimethoxysilane C(CC)(=O)NCCC[Si](OC)(OC)OC